1-(4-trimethylsilylphenyl)-2-thiocyano-1-ethanol C[Si](C1=CC=C(C=C1)C(CSC#N)O)(C)C